2-(((3'-chloro-2'-(2-chloro-3-((3-fluoro-4-(((2-hydroxyethyl)amino)methyl)pyridin-2-yl)amino)phenyl)-6-methoxy-[2,4'-bipyridin]-5-yl)methyl)amino)ethan-1-ol ClC=1C(=NC=CC1C1=NC(=C(C=C1)CNCCO)OC)C1=C(C(=CC=C1)NC1=NC=CC(=C1F)CNCCO)Cl